ClC=1C=C(C=CC1)N[C@H](CC(C)C)C(=O)N1[C@H]2CC([C@@H]([C@H]1C(=O)N[C@@H](\C=C(\C(=O)OCC)/F)C[C@@H]1C(NCC1)=O)CC2)(F)F ethyl (R,Z)-4-((1R,3S,4R)-2-((3-chlorophenyl)-D-leucyl)-5,5-difluoro-2-azabicyclo[2.2.2]octane-3-carboxamido)-2-fluoro-5-((R)-2-oxopyrrolidin-3-yl)pent-2-enoate